ClC1=C(C=CC=C1)C1(N=C(C(=N1)C1=CC=CC=C1)C1=CC=CC=C1)C1(N=C(C(=N1)C1=CC=CC=C1)C1=CC=CC=C1)C1=C(C=CC=C1)Cl 2,2'-bis(2-chlorophenyl)-4,4',5,5'-Tetraphenyl-biimidazole